(4-(3-((1H-pyrazol-4-yl)ethynyl)imidazo[1,2-b]pyridazin-6-yl)phenyl)(morpholino)methanone N1N=CC(=C1)C#CC1=CN=C2N1N=C(C=C2)C2=CC=C(C=C2)C(=O)N2CCOCC2